C(#N)[C@@]1(CC12CC2)C=2C=C1C=C(N=CC1=CC2)NC(=O)C=2C=NN(C2)C |o1:2| (R or S)-N-(6-(1-cyanospiro[2.2]pentan-1-yl)isoquinolin-3-yl)-1-methyl-1H-pyrazole-4-carboxamide